tert-butyl (3S)-3-[(1R)-1-hydroxy-2-[[2-(spiro[3.3]heptan-2-ylamino)pyridine-4-carbonyl]amino]ethyl]-7-[(4-methyloxazol-5-yl)methoxy]-3,4-dihydro-1H-isoquinoline-2-carboxylate O[C@H](CNC(=O)C1=CC(=NC=C1)NC1CC2(C1)CCC2)[C@H]2N(CC1=CC(=CC=C1C2)OCC2=C(N=CO2)C)C(=O)OC(C)(C)C